ClC=1C=CC(=C(C1)NC(=O)NC1=CC(=CC=C1)SC)CO 1-(5-chloro-2-hydroxymethylphenyl)-3-(3-methylsulphanylphenyl)urea